COC(=O)C=1N(C(C(C1C(=O)OC)(C)C)=O)C1=C(C=C(C=C1)C)Br 1-(2-bromo-4-methylphenyl)-4,4-dimethyl-5-oxo-4,5-dihydro-1H-pyrrole-2,3-dicarboxylic acid dimethyl ester